N-(3-(dimethylamino)propyl)-3-((2-bromophenylthio)amino)quinoxaline-2-carboxamide CN(CCCNC(=O)C1=NC2=CC=CC=C2N=C1NSC1=C(C=CC=C1)Br)C